N(=[N+]=[N-])C1=CC(=NC(=C1C(=O)N[C@H]1CS(C=C1)(=O)=O)OC)C1=CC=CC=C1 (R)-4-azido-N-(1,1-dioxido-2,3-dihydrothiophen-3-yl)-2-methoxy-6-phenylnicotinamide